2-(4-methylpiperazin-1-yl)acetamide CN1CCN(CC1)CC(=O)N